sodium (S)-3-(3-(1,5-dimethyl-4-oxido-2-oxo-1,2-dihydropyridin-3-yl)ureido)-3-(3-(4-methylbenzyl) phenyl)propanoate CN1C(C(=C(C(=C1)C)[O-])NC(N[C@@H](CC(=O)[O-])C1=CC(=CC=C1)CC1=CC=C(C=C1)C)=O)=O.[Na+].[Na+]